N-(4-bromophenyl)-α-allylglycine ethyl ester C(C)OC(C(NC1=CC=C(C=C1)Br)CC=C)=O